C(C)(=O)O[C@@H]1[C@H](O[C@H]([C@]1(C)F)N1C2=NC(=NC(=C2N=C1)NC)N)COP(=O)(OCOC(C(C)(C)C)=O)OCOC(C(C)(C)C)=O (2R,3R,4R,5R)-5-(2-amino-6-(methylamino)-9H-purin-9-yl)-4-fluoro-2-(((bis-((pivaloyloxy)methoxy)phosphoryl) oxy)methyl)-4-methyltetrahydrofuran-3-yl 3-acetate